Tert-butyl (1R,5S,6s)-6-(cyanomethyl)-3-azabicyclo[3.1.0]hexan-3-carboxylate C(#N)CC1[C@@H]2CN(C[C@H]12)C(=O)OC(C)(C)C